N-((3-chloro-5-((2-oxo-1,2-dihydroquinolin-3-yl)methyl)pyridin-2-yl)methyl)methanesulfonamide ClC=1C(=NC=C(C1)CC=1C(NC2=CC=CC=C2C1)=O)CNS(=O)(=O)C